4-chloro-3-(2,4-dioxohexahydropyrimidin-1-yl)benzoic acid ClC1=C(C=C(C(=O)O)C=C1)N1C(NC(CC1)=O)=O